CC1(CC1)C1=CN=C(O1)C1CC(CC1)C(CC#N)=O 3-(3-(5-(1-methylcyclopropyl)oxazol-2-yl)cyclopentyl)-3-oxopropanenitrile